2-chloro-5-(5-(difluoromethoxy)pyrazin-2-yl)-N-((1s,4s)-4-((dimethylamino)methyl)cyclohexyl)pyridin-4-amine ClC1=NC=C(C(=C1)NC1CCC(CC1)CN(C)C)C1=NC=C(N=C1)OC(F)F